CC1=C(C(=CC=C1)Cl)C(=O)NC2=CC=CC=C2 2-chloro-6-methyl-N-phenylbenzamide